C(C)C1=CC(=NN1)NC1=NC(=NC2=CC(=C(C=C12)OC)OCCCN1CCCC1)N1CCNCC1 N-(5-ethyl-1H-pyrazol-3-yl)-6-methoxy-2-(piperazin-1-yl)-7-(3-(pyrrolidin-1-yl)propoxy)quinazolin-4-amine